(2R,3R,4R,5S)-2-(hydroxymethyl)-5-((3-(4-methylpiperazin-1-yl)-1,2,4-thiadiazol-5-yl)amino)tetrahydro-2H-pyran-3,4-diol OC[C@H]1OC[C@@H]([C@H]([C@H]1O)O)NC1=NC(=NS1)N1CCN(CC1)C